N-(5-(((3s,5's)-5'-methyl-1H-spiro[furo[3,4-c]pyridin-3,3'-pyrrolidin]-1'-yl)methyl)thiazol-2-yl)acetamide dimethyl-6-methoxy-3-oxo-1,3-dihydroisobenzofuran-1-ylphosphonate CC1=C2C(OC(C2=CC(=C1)OC)(P(O)(O)=O)C)=O.C[C@H]1C[C@]2(CN1CC1=CN=C(S1)NC(C)=O)OCC1=C2C=NC=C1